N-(4-benzyl-5-(4-((7-(3-(dimethylamino)propanamido)-4-oxoquinazolin-3(4H)-yl)methyl)-4-hydroxypiperidin-1-yl)-5-oxopentyl)-5-chloro-1,8-naphthyridine-2-carboxamide C(C1=CC=CC=C1)C(CCCNC(=O)C1=NC2=NC=CC(=C2C=C1)Cl)C(=O)N1CCC(CC1)(O)CN1C=NC2=CC(=CC=C2C1=O)NC(CCN(C)C)=O